O=C1CN(CC=C1)C(=O)OC(C)(C)C tert-butyl 3-oxo-3,6-dihydropyridine-1(2H)-carboxylate